(Z)-2-fluoro-3-(6-methylpyrazin-2-yl)acrylic acid ethyl ester C(C)OC(/C(=C/C1=NC(=CN=C1)C)/F)=O